2,3-diamino-N-methyl-ethyl-propylamine NCCN(C)CCCN